3,4-dimethyl-o-phenylenediamine CC1=C(C(=C(C=C1)N)N)C